3-(2-methyl-4-oxo-5-((4-(thiomorpholinomethyl)benzyl)amino)quinazolin-3(4H)-yl)piperidine-2,6-dione CC1=NC2=CC=CC(=C2C(N1C1C(NC(CC1)=O)=O)=O)NCC1=CC=C(C=C1)CN1CCSCC1